C1(=CC=C(C=C1)N(C1=CC=CC2=C1OC1=C2C=CC=C1)C1=CC=C(C=C1)C1=CC=CC=C1)C1=CC=CC=C1 Bis-biphenyl-4-yl-dibenzofuran-4-yl-amine